3-[5-(7-hydroxyheptyl)-3-methyl-2-oxo-1,3-benzodiazol-1-yl]piperidine-2,6-dione OCCCCCCCC1=CC2=C(N(C(N2C)=O)C2C(NC(CC2)=O)=O)C=C1